FC1=CC=C(C=C1)C1=NN(C=C1C=1N=CC2=C(N1)C=C(C(=N2)NCC2=CC=C(C=C2)OC)O)C [3-(4-fluorophenyl)-1-methyl-1H-pyrazol-4-yl]-6-{[(4-methoxyphenyl)methyl]amino}pyrido[3,2-d]pyrimidin-7-ol